[Na+].C1=C(C=CC2=CC=CC=C12)S(=O)(=O)[O-] 2-naphthalenesulfonate sodium salt